C(C1=CC=CC=C1)(=O)OCCCC(C(CCCCCCCCCCCCC)C(C)(C)C)O 5-t-butyl-4-hydroxystearyl benzoate